ClC1=C(C(=CC=C1)F)C1=CC(=C(N=N1)C(=O)N)NC1=CC=C(C=C1)C1(COC1)OC(C)C 6-(2-Chloro-6-fluorophenyl)-4-((4-(3-isopropoxyoxetan-3-yl)phenyl)amino)pyridazine-3-carboxamide